(2,6-dichloropyridin-4-yl)methyl N5-(4-aminobutyl)-L-glutaminate dihydrochloride Cl.Cl.NCCCCNC(CC[C@H](N)C(=O)OCC1=CC(=NC(=C1)Cl)Cl)=O